sodium N-methyl-N-(1-oxododecyl)-β-alaninate CN(CCC(=O)[O-])C(CCCCCCCCCCC)=O.[Na+]